COC(CCCCCCCCCCC(=O)O)=O dodecandioic acid monomethyl ester